O=S1(C2CN(C(C1)C2)C=2N=CC(=NC2)C(=O)NC=2C=C(C=C1C=CC=NC21)F)=O 5-(2,2-dioxido-2-thia-5-azabicyclo[2.2.1]heptan-5-yl)-N-(6-fluoroquinolin-8-yl)pyrazine-2-carboxamide